3-(6-amino-5-(2-cyclopropylthiazol-5-yl)pyridin-3-yl)-N-(1-(hydroxymethyl)-2-oxabicyclo[2.1.1]hexan-4-yl)-4-methylbenzenesulfonamide NC1=C(C=C(C=N1)C=1C=C(C=CC1C)S(=O)(=O)NC12COC(C1)(C2)CO)C2=CN=C(S2)C2CC2